N1(N=CC=C1)CC1=CC=C(C=C1)C1(CC1)C(=O)O 1-[4-(Pyrazol-1-ylmethyl)phenyl]cyclopropanecarboxylic acid